O[C@@H]1CN(C[C@H]1CC(C)C)C(=O)OCC1=CC=CC=C1 (3s,4r)-benzyl 3-hydroxy-4-isobutylpyrrolidine-1-carboxylate